tert-Butyl cis-4-[3-(Cyanomethylene)azetidin-1-yl]-3-fluoropiperidine-1-carboxylate C(#N)C=C1CN(C1)[C@@H]1[C@@H](CN(CC1)C(=O)OC(C)(C)C)F